FC1=C(CC2=C(C=C3CN(C(C3=C2)=O)CC2OCCC2)C)C=CC(=C1)C=1N=NN(C1)C 6-(2-fluoro-4-(1-methyl-1H-1,2,3-triazol-4-yl)benzyl)-5-methyl-2-(tetrahydrofuran-2-ylmethyl)isoindolin-1-one